1-hydroxy-3-(3-methoxyphenyl)-1,3-dihydrobenzo[c][1,2]Oxaborole-3-carboxylic acid OB1OC(C2=C1C=CC=C2)(C(=O)O)C2=CC(=CC=C2)OC